hydrazine hydrate HBr Br.O.NN